Bis(dicyclohexylphosphinophenyl) ether C1CCC(CC1)P(C2CCCCC2)C3=CC=CC=C3OC4=CC=CC=C4P(C5CCCCC5)C6CCCCC6